C(C)(C)OC1=CC=CC=N1 6-isopropyloxypyridin